N1[C@H]2[C@@H](CCC1)CN(C2)C=2C=C1C(=CC(=NC1=NC2)C2=CC1=CN(N=C1C(=C2)F)C)Cl 6-[(4aS,7aS)-octahydropyrrolo[3,4-b]pyridin-6-yl]-4-chloro-2-(7-fluoro-2-methylindazol-5-yl)-1,8-naphthyridine